2-[4-cyclopropyl-2-(difluoromethyl)-6-methylphenyl]-6-(methoxymethyl)-2,5-dihydro-4H-pyrazolo[3,4-d]pyrimidin-4-one C1(CC1)C1=CC(=C(C(=C1)C)N1N=C2N=C(NC(C2=C1)=O)COC)C(F)F